4-{3-Bromo-4-[3-methoxy-5-(trifluoromethyl)phenoxy]phenyl}-2H,4H,5H,6H,7H-pyrazolo[3,4-b]pyridin-6-one BrC=1C=C(C=CC1OC1=CC(=CC(=C1)C(F)(F)F)OC)C1C=2C(NC(C1)=O)=NNC2